4-chlorobenzyl (4-((2-(1-methyl-1H-pyrazol-3-yl)acetamido)meth-yl)phenyl)carbamate CN1N=C(C=C1)CC(=O)NCC1=CC=C(C=C1)NC(OCC1=CC=C(C=C1)Cl)=O